FC=1C(=C(C=C(C1)C1=NOC(=N1)C1CN(C1)C(=O)OC)NC(=O)C1=CN=C2N1C=C(C=C2)N2CCN(CC2)C(=O)OC(C)(C)C)C tert-butyl 4-(3-((3-fluoro-5-(5-(1-(methoxycarbonyl)azetidin-3-yl)-1,2,4-oxadiazol-3-yl)-2-methylphenyl)carbamoyl)imidazo[1,2-a]pyridin-6-yl)piperazine-1-carboxylate